(R)-N-2-isobutyl-2-methylpiperazine trifluoroacetate FC(C(=O)O)(F)F.CC(C)(C)N1[C@@H](CNCC1)C